C(C)(C)(C)OC(CCCCCC(=O)O)=O 7-(t-butoxy)-7-oxoheptanoic acid